4-methoxy-N-(4-((2-(4-methoxypiperidin-1-yl)pyrimidin-5-yl)oxy)-3-methylphenyl)bicyclo[2.2.2]octane-1-carboxamide COC12CCC(CC1)(CC2)C(=O)NC2=CC(=C(C=C2)OC=2C=NC(=NC2)N2CCC(CC2)OC)C